BrC1=C(C=NN(C1=O)C)N[C@@H]1C[C@@H](CN(C1)C)C1=CC=C(C=C1)CN1CCC2(CN(C2)C=2C=C(C=CC2)C2C(NC(CC2)=O)=O)CC1 3-[3-[7-[[4-[(3R,5R)-5-[(5-bromo-1-methyl-6-oxo-pyridazin-4-yl)amino]-1-methyl-3-piperidyl]phenyl]methyl]-2,7-diazaspiro[3.5]nonan-2-yl]phenyl]piperidine-2,6-dione